(3RS)-3-(4-{4-[(4-{2-[(4aS,5aR)-5a-methyl-1H,4H,4aH,5H,6H-cyclopropa[f]indazol-3-yl]-1H-indole-6-carbonyl}piperazin-1-yl)methyl]piperidin-1-yl}phenyl)piperidine C[C@]12[C@H](CC=3C(=NNC3C1)C=1NC3=CC(=CC=C3C1)C(=O)N1CCN(CC1)CC1CCN(CC1)C1=CC=C(C=C1)[C@@H]1CNCCC1)C2 |&1:40|